O=C1N(C(CC2=CC=CC=C12)=O)CCCN1CCN(CCC1)C1=NC2=CC(=C(C=C2C=C1C#N)OC)OC (4-(3-(1,3-dioxoisoquinolin-2-yl)propyl)-1,4-diazepan-1-yl)-6,7-dimethoxyquinoline-3-carbonitrile